(R,E)-2-cyano-N-(1-(3,4-dimethoxyphenyl)ethyl)-3-(5-hydroxy-1H-pyrrolo[2,3-b]pyridin-3-yl)acrylamide C(#N)/C(/C(=O)N[C@H](C)C1=CC(=C(C=C1)OC)OC)=C\C1=CNC2=NC=C(C=C21)O